C12CCCCCCCCC(=CCC1)O2 14-oxabicyclo[8.3.1]tetradec-10-ene